N[C@H](C(CCN1CCN(CC1)C(=O)OC(C)(C)C)(C)C)C(=O)OCC1=CC=CC=C1 tert-butyl 4-[(4R)-4-amino-5-benzyloxy-3,3-dimethyl-5-oxo-pentyl]piperazine-1-carboxylate